3-(2-nitrophenyl)-2-oxo-propionic acid [N+](=O)([O-])C1=C(C=CC=C1)CC(C(=O)O)=O